(S)-6-(4-(2-hydroxy-1-phenylethylamino)-5-(1,3,4-oxadiazol-2-yl)pyrimidin-2-ylamino)-2,2-dimethylfuro[3,2-b]pyridin-3(2H)-one OC[C@H](C1=CC=CC=C1)NC1=NC(=NC=C1C=1OC=NN1)NC=1C=C2C(=NC1)C(C(O2)(C)C)=O